CN1N=CC(=C1)C1CN(CC2=CC=CC=C12)C(=O)C=1N=NN(N1)C1=CC=CC=C1 [4-(1-Methylpyrazol-4-yl)-3,4-dihydro-1H-isoquinolin-2-yl]-(2-phenyltetrazol-5-yl)methanone